C1(CC1)OC1=NC(=NC=C1C(=O)NC1=C(C=CC=C1Cl)Cl)NC=1C=NN(C1)C1CN(C1)C 4-cyclopropoxy-N-(2,6-dichlorophenyl)-2-{[1-(1-methylazetidin-3-yl)-1H-pyrazol-4-yl]amino}pyrimidine-5-carboxamide